[Li].C(C1=CC=CC=C1)(C1=CC=CC=C1)(C1=CC=CC=C1)N1CC2=C(CC1)C=CS2 N-trityl-4,5,6,7-tetrahydrothieno[2,3-c]pyridine-lithium salt